FC=1C(=C(C=C(C1)F)C1CCN(CC1)C(=O)C1=NNC2=C1CN(CC2)C(=O)OC(C)(C)C)C(F)(F)F tert-butyl 3-(4-(3,5-difluoro-2-(trifluoromethyl)phenyl)piperidine-1-carbonyl)-6,7-dihydro-1H-pyrazolo[4,3-c]pyridine-5(4H)-carboxylate